o-nitrobenzenesulfinamide [N+](=O)([O-])C1=C(C=CC=C1)S(=O)N